1-[5-(ethylsulfanyl)-6-[3-methyl-6-(1,1,2,2,2-pentafluoroethyl)-3H-imidazo[4,5-b]pyridin-2-yl]pyridin-3-yl]ethan-1-one C(C)SC=1C=C(C=NC1C1=NC=2C(=NC=C(C2)C(C(F)(F)F)(F)F)N1C)C(C)=O